Cl\C(\C=O)=C/1\CCC2C3CCC4=CC(CC[C@@]4(C3=CC[C@]12C)C)=O (Z)-2-chloro-2-((10S,13S)-10,13-dimethyl-3-oxo-1,2,3,6,7,8,10,12,13,14,15,16-dodecahydro-17H-cyclopenta[a]phenanthren-17-ylidene)acetaldehyde